[N+](=O)([O-])C=1C(=NN(C1)COCC[Si](C)(C)C)C=1C=NC=CC1 3-(4-nitro-1-((2-(trimethylsilyl)ethoxy)methyl)-1H-pyrazol-3-yl)pyridine